[Cl-].C(CCC)O[Ti+](OCCCC)OCCCC Tri-n-butoxytitanium chloride